NC=1C=CC2=C(C(=NO2)NC(C2=CC(=CC=C2)C#N)=O)C1 N-(5-aminobenzo[d]isoxazol-3-yl)-3-cyanobenzamide